N1N=CC2=C(C=CC=C12)C1=CN=C2C(=N1)N(CCN2)CCC2CCOCC2 7-(1H-indazol-4-yl)-1-(2-(tetrahydro-2H-pyran-4-yl)ethyl)-3,4-dihydropyrazino[2,3-b]pyrazin